C(CN1C(=NC2=C1C=CC(=C2OC)C(=O)N)C2=C(C=CC=C2C=2SC(NN2)=O)F)N2C(=NC1=C2C=CC(=C1OC)C(=O)N)C1=C(C=CC=C1C=1SC(NN1)=O)F 1,1'-(ethane-1,2-diyl)bis(2-(2-fluoro-6-(5-oxo-4,5-dihydro-1,3,4-thiadiazol-2-yl)phenyl)-4-methoxy-1H-benzo[d]imidazole-5-carboxamide)